COC(C1=C(C(=CC(=C1)[N+](=O)[O-])N(C1CCOCC1)CC)C)=O (Ethyl-(tetrahydro-2H-pyran-4-yl)amino)-2-methyl-5-nitrobenzoic acid methyl ester